3-(5-Amino-6-(2-methylthiazol-5-yl)pyrazin-2-yl)-N-(4-hydroxybicyclo[2.2.1]heptan-1-yl)-4-methylbenzenesulfonamide trifluoroacetate salt FC(C(=O)O)(F)F.NC=1N=CC(=NC1C1=CN=C(S1)C)C=1C=C(C=CC1C)S(=O)(=O)NC12CCC(CC1)(C2)O